ClC(=CC(=CCl)Cl)Cl 1,1,3,4-tetrachlorobutadiene